NC1=CC=C(C=C1)C=1OC2=C(C1)C=CC=C2 2-(p-aminophenyl)benzofuran